piperazintrione N1C(C(NC(C1)=O)=O)=O